tert-Butyl 9-(((Benzyloxy)carbonyl)amino)-3-azaspiro[5.5]undecane-3-carboxylate C(C1=CC=CC=C1)OC(=O)NC1CCC2(CCN(CC2)C(=O)OC(C)(C)C)CC1